CN(CC(=O)OCC)C=1C2=C(N=C(N1)C=1N=CC3=CC=NC=C3C1)CCC2 ethyl 2-[methyl[2-(2,6-naphthyridin-3-yl)-5H,6H,7H-cyclopenta[d]pyrimidin-4-yl]amino]acetate